C1(CCC1)N[P@]1(OC[C@@]2([C@@H](O1)[C@@]1(SCC1)[C@@H](O2)N2C(NC(C=C2)=O)=O)F)=O 1-((2R,2'R,4aS,6R,7aR)-2-(cyclobutylamino)-4a-fluoro-2-oxotetrahydrospiro[furo[3,2-d][1,3,2]dioxaphosphine-7,2'-thietane]-6-yl)pyrimidine-2,4(1H,3H)-dione